C(C=C)(=O)N1CC2(C1)CCC(CC2)C(=O)N2CCC(CC2)N2N=CC(=C2)C=2C=C(C=1N(C2)N=CC1C#N)OC 6-(1-(1-(2-acryloyl-2-azaspiro[3.5]nonane-7-carbonyl)piperidin-4-yl)-1H-pyrazol-4-yl)-4-methoxypyrazolo[1,5-a]pyridine-3-carbonitrile